N-(1-(4-bromophenyl)-2,2,2-trifluoroethyl)-4-(1,3-dioxoisoindolin-2-yl)cyclohexane-1-carboxamide BrC1=CC=C(C=C1)C(C(F)(F)F)NC(=O)C1CCC(CC1)N1C(C2=CC=CC=C2C1=O)=O